4-((1H-pyrazolo[3,4-b]pyridin-4-yl)amino)-2-((diethylamino)methyl)phenol N1N=CC=2C1=NC=CC2NC2=CC(=C(C=C2)O)CN(CC)CC